4-(2,5-difluoro-4-methyl-phenyl)-6,7-dimethyl-pteridine FC1=C(C=C(C(=C1)C)F)C1=NC=NC2=NC(=C(N=C12)C)C